(7R*)-4-{5-[5-fluoro-2-(propan-2-yloxy)pyridin-4-yl]-1H-pyrazole-3-carbonyl}-N-[(1r,4r)-4-hydroxy-4-(trifluoromethyl)cyclohexyl]-4-azaspiro[2.5]octane-7-carboxamide FC=1C(=CC(=NC1)OC(C)C)C1=CC(=NN1)C(=O)N1C2(CC2)C[C@@H](CC1)C(=O)NC1CCC(CC1)(C(F)(F)F)O |o1:23|